CP(C1=CC(=C(C=C1)NCC#C)C1=CN=CO1)(C)=O dimethyl-(3-(oxazol-5-yl)-4-(prop-2-yn-1-ylamino)phenyl)phosphine oxide